diethyl-(2-((3-cyano-4-(((dimethylamino) methylene) amino) phenyl) amino)-1-fluoro-2-oxoethyl) phosphonate P(OC(C(=O)NC1=C(C(=C(C(=C1)CC)N=CN(C)C)C#N)CC)F)([O-])=O